COC1=C(C(=C(C(=C1OC)O)C)CCCCCCCCCC(F)(F)F)O 2,3-dimethoxy-5-methyl-6-(10,10,10-trifluorodecyl)benzene-1,4-diol